CC1=C(C=C(C=N1)NC(=O)C=1C2=C(NN1)[C@@H]1[C@H](C2)C1)C=1C=NC2=CC(=NC=C2C1)NC (4aS,5aS)-N-(6-methyl-5-(7-(methylamino)-1,6-naphthyridin-3-yl)pyridin-3-yl)-4,4a,5,5a-tetrahydro-1H-cyclopropa[4,5]cyclopenta[1,2-c]pyrazole-3-carboxamide